4-bromo-5-(2,4-difluorophenoxy)picolinic acid methyl ester COC(C1=NC=C(C(=C1)Br)OC1=C(C=C(C=C1)F)F)=O